FC(C1=NN=C(O1)C=1C=CC(=NC1)CN1C(N(C(C1=O)(C)C)C=1C=C(C=CC1)C=1CCN(CC1)C(=O)OC(C)(C)C)=O)F tert-butyl 4-(3-(3-((5-(5-(difluoromethyl)-1,3,4-oxadiazol-2-yl)pyridin-2-yl)methyl)-5,5-dimethyl-2,4-dioxoimidazolidin-1-yl)phenyl)-3,6-dihydropyridin-1(2H)-carboxylate